4'-n-butyl-acetophenone C(CCC)C1=CC=C(C=C1)C(C)=O